6-(3-chloro-4-(cyclopropylmethoxy)phenyl)-N-(1-(2-methoxypyridin-3-yl)ethyl)pyridazine-4-carboxamide ClC=1C=C(C=CC1OCC1CC1)C1=CC(=CN=N1)C(=O)NC(C)C=1C(=NC=CC1)OC